Tert-butyl (3R,4R)-3-{[6-chloro-8-(methoxycarbonyl) pyrido[3,2-d]pyrimidin-4-yl] amino}-4-fluoropiperidine-1-carboxylate ClC=1C=C(C=2N=CN=C(C2N1)N[C@@H]1CN(CC[C@H]1F)C(=O)OC(C)(C)C)C(=O)OC